NC1=CC(=C(C(=O)O)C=C1Cl)OC 4-Amino-5-chloro-2-methoxybenzoic acid